2-(2,6-dioxopiperidin-3-yl)-5-(4-hydroxy-1-((4-oxo-3-(pyridin-3-yl)-3,4-dihydroquinazolin-6-yl)methyl)piperidin-4-yl)isoindoline-1,3-dione O=C1NC(CCC1N1C(C2=CC=C(C=C2C1=O)C1(CCN(CC1)CC=1C=C2C(N(C=NC2=CC1)C=1C=NC=CC1)=O)O)=O)=O